4-[6-chloro-8-fluoro-4-[(1-vinylsulfonylazetidin-3-yl)amino]quinazolin-7-yl]-7-fluoro-1,3-benzothiazol-2-amine ClC=1C=C2C(=NC=NC2=C(C1C1=CC=C(C2=C1N=C(S2)N)F)F)NC2CN(C2)S(=O)(=O)C=C